C(CC)(=O)N(C1=CC=C(C=C1)C1=CC=C(C=N1)C(=O)NCC=1C=NC=CC1)CCC 6-[4-[propionyl-(propyl)amino]phenyl]-N-(3-pyridylmethyl)pyridine-3-carboxamide